FC1=C(C(=CC=C1)CN1CCCC1)CN (2-fluoro-6-(pyrrolidin-1-ylmethyl)phenyl)methylamine